ClC1=C(OCC=2C=C(CNC(OC(C)(C)C)=O)C=CC2)C=CC(=C1)Cl tert-butyl (3-((2,4-dichlorophenoxy)methyl)benzyl)carbamate